C(#N)C(C(=O)OCC([C@H](C[C@H]1C(NCCC1)=O)NC([C@@H](NC(=O)C=1NC2=CC=CC(=C2C1)OC(F)F)CC(C)(C)C)=O)=O)(C)C (3S)-3-({N-[4-(difluoromethoxy)-1H-indole-2-carbonyl]-4-methyl-L-leucyl}amino)-2-oxo-4-[(3S)-2-oxopiperidin-3-yl]butyl 2-cyano-2-methylpropanoate